4-formyl-N-(4-(4-morpholino-7-((2-(trimethylsilyl)ethoxy)methyl)-7H-pyrrolo[2,3-d]pyrimidin-6-yl)phenyl)pyridine-2-sulfonamide C(=O)C1=CC(=NC=C1)S(=O)(=O)NC1=CC=C(C=C1)C1=CC2=C(N=CN=C2N2CCOCC2)N1COCC[Si](C)(C)C